O[C@H]1[C@@H](CC1)NC(=O)C=1C=NN2C1N=C(C=C2NC)C2=CN(C1=NC=CC=C12)C(C)C N-((1R,2R)-2-hydroxycyclobutyl)-5-(1-isopropyl-1H-pyrrolo[2,3-b]pyridin-3-yl)-7-(methylamino)pyrazolo[1,5-a]pyrimidine-3-carboxamide